CN1C[C@@H]2OCCN[C@@H]2C1 cis-6-methyl-octahydropyrrolo[3,4-b][1,4]Oxazine